5-(1H-imidazol-1-yl)-N-(4-oxocyclohexyl)-1H-pyrazolo[4,3-d]Pyrimidine-7-carboxamide N1(C=NC=C1)C=1N=C(C2=C(N1)C=NN2)C(=O)NC2CCC(CC2)=O